CC(C)=NO.[Na] sodium acetoxime salt